FC(C=1C=C(COC2CC(C2)C(C(=O)N)=C)C=CC1)(F)F (3-((3-(trifluoromethyl)benzyl)oxy)cyclobutyl)acrylamide